(3S,4S)-8-(8-((6-methoxyquinolin-4-yl)thio)imidazo[1,2-c]pyrimidin-5-yl)-3-methyl-2-oxa-8-azaspiro[4.5]decan-4-amine COC=1C=C2C(=CC=NC2=CC1)SC=1C=2N(C(=NC1)N1CCC3([C@@H]([C@@H](OC3)C)N)CC1)C=CN2